2-bromo-6-(chloromethyl)aniline BrC1=C(N)C(=CC=C1)CCl